C(C)(C)(C)OC(=O)N1C(CCCC1)C1=CC=C(C=C1)OCC(=O)OCC 2-(4-(2-ethoxy-2-oxoethoxy)phenyl)piperidine-1-carboxylic acid tert-butyl ester